bis[3-(3,5-di-tert-butyl-4-hydroxyphenyl)propionyl]hexanediamine C(C)(C)(C)C=1C=C(C=C(C1O)C(C)(C)C)CCC(=O)C(C(N)(N)C(CCC1=CC(=C(C(=C1)C(C)(C)C)O)C(C)(C)C)=O)CCCC